O1C=NC2=C1C=C(C=C2)NC(=O)NC2=CC=C(C=C2)C 1-(benzo[d]oxazol-6-yl)-3-(p-tolyl)urea